NCCOCCOCCC(=O)OC(C)(C)C tert-butyl 3-[2-(2-aminoethoxy)ethoxy]propanoate